ClC=1N(N=C2C(N(CCC21)C(C(F)F)C)=O)CC2=C(C=CC=C2F)F 3-chloro-2-(2,6-difluorobenzyl)-6-(1,1-difluoroprop-2-yl)-2,4,5,6-tetrahydro-7H-pyrazolo[3,4-c]pyridin-7-one